4,5-dimethoxy-2-methyl-3,6-dioxan COC1OC(COC1OC)C